5-[(2R,6S)-2-methyl-6-[[4-(5-piperazin-1-yl-3-pyridyl)piperazin-1-yl]methyl]morpholin-4-yl]quinoline-8-carbonitrile C[C@@H]1CN(C[C@@H](O1)CN1CCN(CC1)C=1C=NC=C(C1)N1CCNCC1)C1=C2C=CC=NC2=C(C=C1)C#N